FC1=NC=CC=C1C(C)OC=1C(=CC=2N=CN=C(C2N1)C=1C(=NN(C1)C)C1=CC=CC=C1)OC 6-(1-(2-Fluoropyridin-3-yl)ethoxy)-7-methoxy-4-(1-methyl-3-phenyl-1H-pyrazol-4-yl)pyrido[3,2-d]pyrimidine